OC=1C=CC(=NC1)N1CCN(CC1)C(C(=O)C1=CNC2=CC=CC=C12)=O 1-[4-(5-Hydroxypyridin-2-yl)-piperazin-1-yl]-2-(1H-indol-3-yl)-ethane-1,2-dione